ClC=1C=CC(=C(C1)N1CC(N(CC1=O)C(C(=O)O)CC1=CC=C(C=C1)C#N)=O)N1N=NC(=C1)Cl 2-(4-(5-chloro-2-(4-chloro-1H-1,2,3-triazol-1-yl)phenyl)-2,5-dioxopiperazin-1-yl)-3-(4-cyanophenyl)propanoic acid